NC1=C(N=CC(=N1)N1CCC2(CCC([C@H]2N)=C(C)C)CC1)SC1=C(C(=NC=C1)N)Cl (S)-8-(6-amino-5-((2-amino-3-chloropyridin-4-yl)thio)pyrazin-2-yl)-2-(propan-2-ylidene)-8-azaspiro[4.5]decan-1-amine